C1=C(CCCCCCCC(C)C)O1 epoxyisododecene